C(C)(C)(C)OC(=O)N[C@H]1CN(CC[C@@H]2N(C1=O)[C@@H](CC2)C(N[C@H](COC2=CC=C(C=C2)S(=O)(=O)C)CCC(N)=O)=O)C(=O)OCC2=CC=CC=C2 benzyl (5S,8S,10aR)-5-[(tert-butoxycarbonyl)amino]-8-[[(2S)-4-carbamoyl-1-(4-methanesulfonylphenoxy)butan-2-yl]carbamoyl]-6-oxo-octahydropyrrolo[1,2-a][1,5]diazocine-3-carboxylate